NC1=NC=NN2C1=C(C=C2C=2C=CC(=C(C(=O)N[C@@H]1CN(C[C@@H]1F)C(C(C)(C)O)=O)C2)CF)C(F)(F)F 5-[4-amino-5-(trifluoromethyl)pyrrolo[2,1-f][1,2,4]triazin-7-yl]-N-[(3R,4S)-4-fluoro-1-(2-hydroxy-2-methylpropanoyl)pyrrolidin-3-yl]-2-(fluoromethyl)benzamide